OCC1CC2=CC=3CCCC3C(=C2C1)NC(=O)N=S(=O)(N)C=1C=NN2C1OCCC2 N'-((2-(hydroxymethyl)-1,2,3,5,6,7-hexahydro-s-indacen-4-yl)carbamoyl)-6,7-dihydro-5H-pyrazolo[5,1-b][1,3]oxazine-3-sulfonimidamide